C(C1=CC=CC=C1)[C@@H]1N(C(OC1)=O)C1=CC(=CC(=N1)C(C)NC=1C(=NC(=CC1)F)C(=O)OCC)C Ethyl 3-[1-[6-[(4S)-4-benzyl-2-oxo-1,3-oxazolidin-3-yl]-4-methyl-2-pyridinyl] ethylamino]-6-fluoropyridine-2-carboxylate